2-(4-chloro-2-(methylsulfonyl)benzyl)-3-(4-chlorophenyl)-4-fluoroisoindolin-1-one ClC1=CC(=C(CN2C(C3=CC=CC(=C3C2C2=CC=C(C=C2)Cl)F)=O)C=C1)S(=O)(=O)C